3-(4-methyl-2-methoxyphenyl)-1-propene CC1=CC(=C(C=C1)CC=C)OC